1-(3-Chlorophenyl)-3-((4-(methylsulfonyl)phenoxy)methyl)azepane ClC=1C=C(C=CC1)N1CC(CCCC1)COC1=CC=C(C=C1)S(=O)(=O)C